S(OC1=CC(=CC=C1)COC1=CC=C(C=C1)NC(C)=O)(=O)(=O)F 3-((4-acetamidophenoxy)methyl)phenyl sulfurofluoridate